4-bis(biphenyl-4-yl)amino-4'-{(biphenyl-4-yl)-phenylamino}-2-phenyl-biphenyl C1(=CC=C(C=C1)N(C1=CC(=C(C=C1)C1=CC=C(C=C1)N(C1=CC=CC=C1)C1=CC=C(C=C1)C1=CC=CC=C1)C1=CC=CC=C1)C1=CC=C(C=C1)C1=CC=CC=C1)C1=CC=CC=C1